O=C(C(C)NC(CCC=1C=NC=CC1)=O)N1CCCC1 N-(1-Oxo-1-(pyrrolidin-1-yl)propan-2-yl)-3-(pyridin-3-yl)propanamide